N-(5-(2-((cyclopropylmethyl)amino)acetamido)-2-methylpyridin-3-yl)-2-(5,6-dihydro-4H-pyrrolo[1,2-b]pyrazol-3-yl)pyrazolo[5,1-b]thiazole-7-carboxamide C1(CC1)CNCC(=O)NC=1C=C(C(=NC1)C)NC(=O)C=1C=NN2C1SC(=C2)C2=C1N(N=C2)CCC1